ethylene bis(4-azido-2,3,5-trifluoro-6-isopropylbenzoate) N(=[N+]=[N-])C1=C(C(=C(C(=O)OCCOC(C2=C(C(=C(C(=C2C(C)C)F)N=[N+]=[N-])F)F)=O)C(=C1F)C(C)C)F)F